1,1,3,3-tetrachloro-2-tert-butyldisilazane Cl[SiH](N([SiH](Cl)Cl)C(C)(C)C)Cl